ethyl 4-{[3-(4-{[(3S,4R)-3-fluoro-1-(propan-2-yl)piperidin-4-yl]amino}-1-(2,2,2-trifluoroethyl)-1H-indol-2-yl)prop-2-yn-1-yl]amino}-3-methoxybenzoate F[C@H]1CN(CC[C@H]1NC1=C2C=C(N(C2=CC=C1)CC(F)(F)F)C#CCNC1=C(C=C(C(=O)OCC)C=C1)OC)C(C)C